2-(5-((R)-3-(((tert-butyldiphenylsilyl)oxy)methyl)pyrrolidin-1-yl)-3-methyl-2-oxo-2,3-dihydro-1H-benzo[d]imidazol-1-yl)pentanedioate [Si](C1=CC=CC=C1)(C1=CC=CC=C1)(C(C)(C)C)OC[C@H]1CN(CC1)C1=CC2=C(N(C(N2C)=O)C(C(=O)[O-])CCC(=O)[O-])C=C1